tert-butyl 4-(1-Ethoxy-1-carbonylpropane-2-ylidene)piperidine-1-carboxylate C(C)OC(C(C)=C1CCN(CC1)C(=O)OC(C)(C)C)=C=O